N-[(1S)-5-[2-(2-aminopyridin-3-yl)-5-(1-cyclopropylpyrazol-3-yl)imidazo[4,5-b]pyridin-3-yl]-2,3-dihydro-1H-inden-1-yl]-2-fluoro-5-formyl-4-hydroxybenzamide NC1=NC=CC=C1C1=NC=2C(=NC(=CC2)C2=NN(C=C2)C2CC2)N1C=1C=C2CC[C@@H](C2=CC1)NC(C1=C(C=C(C(=C1)C=O)O)F)=O